COC=1C=2C(N=C(C1)C1=CC(=C(C=C1)C1=CC=C(N=N1)C1CN(C1)C(=O)OC(C)(C)C)OCOC)=CN(N2)C tert-butyl 3-(6-(4-(7-methoxy-2-methyl-2H-pyrazolo[4,3-b]pyridin-5-yl)-2-(methoxymethoxy)phenyl)pyridazin-3-yl)azetidine-1-carboxylate